C1(CC1)NC1=NC=2N(C(=C1)C1=CC=C(C#N)C=C1)N=CN2 4-[5-(cyclopropylamino)-[1,2,4]triazolo[1,5-a]pyrimidin-7-yl]benzonitrile